1-[3-[1,3-Benzodioxol-5-yl(methyl)carbamoyl]phenyl]-3,5-dimethylpyrazol O1COC2=C1C=CC(=C2)N(C(=O)C=2C=C(C=CC2)N2N=C(C=C2C)C)C